2-[(2S)-1,4-dioxan-2-yl]ethan-1-ol O1[C@H](COCC1)CCO